4-((2S,5r)-4-(1-(4-cyclopropylphenyl)ethyl)-2,5-dimethylpiperazin-1-yl)-1-methyl-2-oxo-1,2-dihydropyrido[3,2-d]pyrimidine-6-carbonitrile C1(CC1)C1=CC=C(C=C1)C(C)N1C[C@@H](N(C[C@H]1C)C=1C2=C(N(C(N1)=O)C)C=CC(=N2)C#N)C